F[B-](F)(F)F.C1(=CC=CC=C1)[N+]1=CC=CC=C1 1-phenylpyridin-1-ium tetrafluoroborate